3-ethyl-5-fluoro-2-(5-fluoro-2-pyrimidin-2-yl-pyrimidin-4-yl)-6-methoxy-isoindolin-1-one C(C)C1N(C(C2=CC(=C(C=C12)F)OC)=O)C1=NC(=NC=C1F)C1=NC=CC=N1